5-(pyridin-2-yl)pyrazin-2-amine N1=C(C=CC=C1)C=1N=CC(=NC1)N